CC(CCCCCC(=O)O)(CCCCCC(=O)O)C dimethyl-1,13-tridecanedioic acid